1-bromo-6-ethoxy-9,9-dimethyl-9,10-dihydroacridine BrC1=CC=CC=2NC3=CC(=CC=C3C(C12)(C)C)OCC